6-(benzyloxy)-N-((4-fluorophenyl)sulfonyl)-4-oxo-4H-chromene-2-carboxamide C(C1=CC=CC=C1)OC=1C=C2C(C=C(OC2=CC1)C(=O)NS(=O)(=O)C1=CC=C(C=C1)F)=O